C(C)N(C(C)C)C(C)C N-ethyldiisopropylamin